CC1N(C(CNC1)C)C=1C=C2C(N(C(C2=CC1F)=O)C1C(NC(CC1)=O)=O)=O 5-(2,6-dimethylpiperazin-1-yl)-2-(2,6-dioxopiperidin-3-yl)-6-fluoroisoindoline-1,3-dione